3-methylcyclohexane-1-carboxylic acid CC1CC(CCC1)C(=O)O